2,5-Dimethyl-2,5-Di(t-butylperoxy)hexane methyl-4-hydroxy-4-(4-(hydroxymethyl)-2-(1-methyl-1H-pyrazol-4-yl)phenyl)-2-methylenebutanoate COC(C(CC(C1=C(C=C(C=C1)CO)C=1C=NN(C1)C)O)=C)=O.CC(C)(CCC(C)(OOC(C)(C)C)C)OOC(C)(C)C